1-(5-fluoro-2-hydroxyphenyl)-2-(3-fluoro-4-(2-(3-fluorophenyl)acetyl)phenyl)ethan-1-one FC=1C=CC(=C(C1)C(CC1=CC(=C(C=C1)C(CC1=CC(=CC=C1)F)=O)F)=O)O